N-ethyl-N-(2-fluoro-4-(7-oxo-7,8-dihydro-1,8-naphthyridin-4-yl)benzyl)sulfonamide hydrochloride Cl.C(C)N(S(=O)=O)CC1=C(C=C(C=C1)C1=CC=NC=2NC(C=CC12)=O)F